[1,1'-bis(diphenylphosphino)ferrocene] dichloride Palladium chloride [Pd+2](Cl)Cl.[Cl-].[Cl-].C1(=CC=CC=C1)P([C-]1C=CC=C1)C1=CC=CC=C1.[C-]1(C=CC=C1)P(C1=CC=CC=C1)C1=CC=CC=C1.[Fe+2]